[N+](=[N-])=CC(CC[C@@H](C(=O)OC(C)C)NC([C@H](CC1=CNC2=CC=CC=C12)SCC)=O)=O isopropyl (S)-6-diazo-2-((S)-2-(ethylthio)-3-(1H-indol-3-yl)propanamido)-5-oxohexanoate